methyl (R)-1-(3-(2,6-bis(benzyloxy)pyridin-3-yl)-1-methyl-1H-indazol-6-yl)pyrrolidine-3-carboxylate C(C1=CC=CC=C1)OC1=NC(=CC=C1C1=NN(C2=CC(=CC=C12)N1C[C@@H](CC1)C(=O)OC)C)OCC1=CC=CC=C1